C(#N)C1=CC=C(C=C1)C=1N=C2C(=NC1)N=C(S2)NC(=O)C2=CC=1N(C=C2C2=C(C=CC=C2)OC)C=CN1 N-(6-(4-cyanophenyl)thiazolo[4,5-b]pyrazin-2-yl)-6-(2-methoxyphenyl)imidazo[1,2-a]pyridine-7-carboxamide